FC1=CC=C(C=C1)C1=C(C=C(C=C1C)OCCC(C)(C)O)C 4-fluoro-4'-(3-hydroxy-3-methyl-butoxy)-2',6'-dimethyl-biphenyl